C1(CC1)[C@H](C)N1C(C2=C(C=C(C=C2C1)B1OC(C(O1)(C)C)(C)C)S(=O)C)=O 2-((S)-1-Cyclopropylethyl)-7-(methylsulfinyl)-5-(4,4,5,5-tetramethyl-1,3,2-dioxaborolan-2-yl)isoindolin-1-one